C(C)(C)(C)C1=NOC(=N1)C(=O)N 3-(tert-butyl)-1,2,4-oxadiazol-5-carboxamide